2-formyl-3-methoxypyridin-4-one C(=O)C1=NC=CC(C1OC)=O